CN1C=CC2=C1N=C(NC2=O)N2CCN(CC2)C2=NC=CC=N2 7-methyl-2-(4-pyrimidin-2-yl-piperazin-1-yl)-3,7-dihydro-pyrrolo[2,3-d]pyrimidin-4-one